phosphoramidic difluoride P(=O)(N)(F)F